tert-butyl-4-(8-((tert-butoxycarbonyl)(methyl)amino)-1,7-naphthyridin-3-yl)piperazine-1-carboxylate C(C)(C)(C)OC(=O)N1CCN(CC1)C=1C=NC2=C(N=CC=C2C1)N(C)C(=O)OC(C)(C)C